(4-chloro-2-fluorophenyl)methan-d2-ol ClC1=CC(=C(C=C1)C(O)([2H])[2H])F